BrC1=C(C=C(C=C1N1C2=CC=CC=C2C=2C=CC=CC12)N1C2=CC=CC=C2C=2C=CC=CC12)N1C2=CC=CC=C2C=2C=CC=CC12 9,9',9''-(2-bromobenzene-1,3,5-triyl)tris(9H-carbazole)